C(C1=CC(C(=O)OCC(CCCC)CC)=CC=C1)(=O)OCCCCCCC (n-heptyl) (2-ethylhexyl) isophthalate